BrC1=NC(=NC=C1)NC 4-Bromo-N-methyl-2-pyrimidinamine